(12-amino-10-ethyl-3,10-diazadodecan-3-yl)ethan-1-amine NCCN(CCCCCCN(CC)C(C)N)CC